ClC1=CNC2=NC=C(C=C21)C=2C=C1N(N2)CCC12CCN(CC2)S(=O)(=O)N(C)C 2'-(3-chloro-1H-pyrrolo[2,3-b]pyridin-5-yl)-N,N-dimethyl-5',6'-dihydrospiro[piperidine-4,4'-pyrrolo[1,2-b]pyrazole]-1-sulfonamide